methyl 2-aminothiazole-4-carboxylate NC=1SC=C(N1)C(=O)OC